S1N=NC(=C1)CN1C2CN(CC1C2)C2=CC=C(C=N2)C=2C=1N(C=C(C2)OCC(C)(C)O)N=CC1C#N 4-(6-(6-((1,2,3-thiadiazol-4-yl)methyl)-3,6-diazabicyclo[3.1.1]heptan-3-yl)pyridin-3-yl)-6-(2-hydroxy-2-methylpropoxy)pyrazolo[1,5-a]pyridine-3-carbonitrile